BrC1=CC=CC(=N1)C=1N=C2N(C=CC(=C2)F)C1 (6-bromopyridin-2-yl)-7-fluoroimidazo[1,2-a]pyridine